FC=1C=CC(=C(C1)CC(=O)OC(C)(C)C)NC(C1=NC=C(C(=C1)NC(=O)C1=NN(C2=CC=CC=C12)CC(F)(F)F)N1CCCCC1)=O tert-butyl 2-(5-fluoro-2-(5-(piperidin-1-yl)-4-(1-(2,2,2-trifluoroethyl)-1H-indazole-3-carboxamido)picolinamido)phenyl)acetate